FC([C@@H](C1=CC=C(C=C1)F)N1N=CC(=C1)C1=NC(=NC=C1F)C1=C(C=2N(C=C1)N=C(N2)N2C(=CC=C2C)C)C)(C)F (R)-7-(4-(1-(2,2-difluoro-1-(4-fluorophenyl)propyl)-1H-pyrazol-4-yl)-5-fluoropyrimidin-2-yl)-2-(2,5-dimethyl-1H-pyrrol-1-yl)-8-methyl-[1,2,4]triazolo[1,5-a]pyridine